C(N1[C@@H](CCC1)CC1=CNC2=CC=CC=C12)([2H])([2H])[2H] (S)-3-((1-(methyl-d3)pyrrolidin-2-yl)methyl)-1H-indole